6-((S)-6-((R)-5-propenoyl-4-methyl-4,5,6,7-tetrahydropyrazolo[1,5-a]pyrazin-2-yl)-7-(2,4-difluoro-6-(2-methoxyethoxy)phenyl)thieno[3,2-c]pyridin-4-yl)isoindolin-1-one C(C=C)(=O)N1[C@@H](C=2N(CC1)N=C(C2)C2=C(C1=C(C(=N2)C2=CC=C3CNC(C3=C2)=O)C=CS1)C1=C(C=C(C=C1OCCOC)F)F)C